(trifluoromethanesulfonyl)(heptafluoropropanesulfonyl)amide FC(S(=O)(=O)[N-]S(=O)(=O)C(C(C(F)(F)F)(F)F)(F)F)(F)F